3-amino-N,N-dimethylbicyclo[1.1.1]Pentane-1-carboxamide hydrochloride Cl.NC12CC(C1)(C2)C(=O)N(C)C